C(#N)C1=CC=C(CNC(=O)C2=NN(C=3C(N(CCC32)CC3(CC3)S(=O)(=O)N3C[C@@](CC3)(C)O)=O)C)C=C1 (S)-N-(4-Cyanobenzyl)-6-((1-((3-hydroxy-3-methylpyrrolidin-1-yl)sulfonyl)cyclopropyl)methyl)-1-methyl-7-oxo-4,5,6,7-tetrahydro-1H-pyrazolo[3,4-c]pyridine-3-carboxamide